C(C)(=O)C=1C=CC(=C(C1)CC(=O)O)OC (5-ACETYL-2-METHOXYPHENYL)ACETIC ACID